p-methoxyaniline zinc [Zn].COC1=CC=C(N)C=C1